4-(Cyclohexylamino)-N-methyl-3-(6-(methylamino)pyridin-2-yl)benzenesulfonamide C1(CCCCC1)NC1=C(C=C(C=C1)S(=O)(=O)NC)C1=NC(=CC=C1)NC